(1E,5E,8R)-1,5-dimethyl-8-(prop-1-en-2-yl)cyclodeca-1,5-diene C/C/1=C\CC\C(=C\C[C@@H](CC1)C(=C)C)\C